2-cyclohexyloxyethanol C1(CCCCC1)OCCO